OC1(CN(CC1)CCCN1C=CC2=CC=CC=C12)C(=O)O 1-(3-(3-hydroxy-3-carboxypyrrolidin-1-yl)propyl)indole